NC=1C(=C(C=C2C=C(N=CC12)NC(=O)[C@@H]1[C@@H](C1)CN(C)C)C=1C=NC=CC1C)F (1S,2R)-N-[8-amino-7-fluoro-6-(4-methylpyridin-3-yl)isoquinolin-3-yl]-2-[(dimethylamino)methyl]cyclopropane-1-carboxamide